pyrrole lithium salt [Li].N1C=CC=C1